2-(6-chloropyridin-2-yl)propan-2-ol ClC1=CC=CC(=N1)C(C)(C)O